C(C)NC(=O)C=1SC(=C(N1)C)C(=O)OC(C)(C)C tert-butyl 2-(ethylcarbamoyl)-4-methylthiazole-5-carboxylate